C1(CC1)CN1CC[C@@]23[C@@](CC4=C(NN=C4C2)C)([C@H]1CC=1C=CC(=CC13)OC)O (6R,6aS,11aR)-14-(cyclopropylmethyl)-2-methoxy-8-methyl-5,6,9,11-tetrahydro-6,11a-(epiminoethano)naphtho[2,1-f]indazol-6a(7H)-ol